2-fluoro-6-(6-(methyl-(2,2,6,6-tetramethylpiperidin-4-yl)-amino)-pyridazin-3-yl)phenol FC1=C(C(=CC=C1)C=1N=NC(=CC1)N(C1CC(NC(C1)(C)C)(C)C)C)O